C(C1=CC=CC=C1)OC1=C(C=C(C=C1)Br)NC(OCC1=CC=CC=C1)=O benzyl N-[2-(benzyloxy)-5-bromophenyl]carbamate